C(C1=CC=CC=C1)N(CCC(=O)O)C 3-[benzyl(methyl)amino]-propanoic acid